CS(=O)(=O)O[C@H]([C@H](C1=CC=CC=C1)C1=C(C=CC=C1)F)[C@@H]1N(CCC1)C(=O)C1=NN(C=C(C1=O)OCC1=CC=CC=C1)CC1=CC=CC=C1 (1R,2R)-1-((R)-1-(1-benzyl-5-(benzyloxy)-4-oxo-1,4-dihydropyridazin-3-carbonyl) pyrrolidin-2-yl)-2-(2-fluorophenyl)-2-phenylethyl methanesulfonate